(S)-1-[(R)-1-[6-({4-[2-amino-6-(m-cyanophenyl)-4-pyrimidinyl]-1H-1,2,3-triazol-1-yl}methyl)-2-pyridinyl]ethyl]-3-piperidinecarboxylic acid NC1=NC(=CC(=N1)C=1N=NN(C1)CC1=CC=CC(=N1)[C@@H](C)N1C[C@H](CCC1)C(=O)O)C1=CC(=CC=C1)C#N